BrC=1C(=NC=CC1F)OC bromo-4-fluoro-2-methoxypyridine